C[C@](N)(C(C)C)C(=O)O α-methyl-valine